FC1=C(C=CC=C1)C(C)C fluoro-2-isopropylbenzene